t-Butyl 2-chloro-5-(N-methyl-3-(4-(methylcarbamoyl)phenyl)pyrazolo[1,5-a]pyridine-5-carboxamido)benzoate ClC1=C(C(=O)OC(C)(C)C)C=C(C=C1)N(C(=O)C1=CC=2N(C=C1)N=CC2C2=CC=C(C=C2)C(NC)=O)C